(4,4'-biscarbazol-9-yl)biphenyl C1=CC=CC=2C3=CC=CC=C3N(C12)C1=CC=C(C=C1)C1=CC=C(C=C1)N1C2=CC=CC=C2C=2C=CC=CC12